OC1=C(C=C2CCCC2=C1)C(CC)=O 1-(6-hydroxy-2,3-dihydro-1H-inden-5-yl)propan-1-one